[5-[[1-[2-(aminomethyl)-3,3-difluoro-allyl]-5-oxo-1,2,4-triazol-4-yl]methyl]-2-thienyl]-8-methyl-1H-quinolin-2-one trifluoroacetate FC(C(=O)O)(F)F.NCC(CN1N=CN(C1=O)CC1=CC=C(S1)N1C(C=CC2=CC=CC(=C12)C)=O)=C(F)F